ClCC1=NC2=CC(=CC=C2C(N1)=O)CC(C)C (chloromethyl)-7-isobutylquinazolin-4(3H)-one